[Si](C)(C)(C(C)(C)C)OC[C@H](C1=CC(=CC=C1)Cl)N1C(C=C(C=C1)C=1C=C2C(=NC1)N(N=C2C2=CC(=NC=C2)C)C(C)OCC)=O 1-((S)-2-((tert-butyldimethylsilyl)oxy)-1-(3-chlorophenyl)ethyl)-4-(1-(1-ethoxyethyl)-3-(2-methylpyridin-4-yl)-1H-pyrazolo[3,4-b]Pyridin-5-yl)pyridin-2(1H)-one